benzyl 2-(2-acetoxy-4-isopropylphenyl)-5-(5-hydroxy-6-(trifluoromethyl)nicotinoyl)-2,3,4,5,5a,6,8,9-octahydro-7H-1,2,5,7-tetraazabenzo[cd]azulene-7-carboxylate C(C)(=O)OC1=C(C=CC(=C1)C(C)C)N1N=C2CCN(CC3C2=C1CCN3C(C3=CN=C(C(=C3)O)C(F)(F)F)=O)C(=O)OCC3=CC=CC=C3